(4-nitrophenyl)-4,7-diazaspiro[2.5]octane [N+](=O)([O-])C1=CC=C(C=C1)C1CC12NCCNC2